[1-(2-Difluoromethyl-pyridin-4-yl)-azetidin-3-yl]-acetic acid FC(C1=NC=CC(=C1)N1CC(C1)CC(=O)O)F